C(C)OC(CC1=CC=CC=C1)=O ETHYLPHENYLACETAT